Tert-butyl 4-((6-(3-(3,4-dimethoxyphenyl) propionyl) pyrazin-2-yl) amino)-4-oxobutanoate COC=1C=C(C=CC1OC)CCC(=O)C1=CN=CC(=N1)NC(CCC(=O)OC(C)(C)C)=O